propyl (2S,6S)-2-((S)-4-benzyl-2-oxooxazolidin-3-carbonyl)-6-(4-chloropyridin-2-yl)-6-hydroxycaproate C(C1=CC=CC=C1)[C@@H]1N(C(OC1)=O)C(=O)[C@@H](C(=O)OCCC)CCC[C@H](O)C1=NC=CC(=C1)Cl